5-methyl-4-oxo-7-{3-[(1-propyl-1H-pyrazol-3-yl)carbamoyl]azetidin-1-yl}-1-(1,2,4-thiadiazol-5-yl)-1,4-dihydro-1,8-naphthyridine-3-carboxylic acid CC1=C2C(C(=CN(C2=NC(=C1)N1CC(C1)C(NC1=NN(C=C1)CCC)=O)C1=NC=NS1)C(=O)O)=O